seryl montanate C(CCCCCCCCCCCCCCCCCCCCCCCCCCC)(=O)OC([C@@H](N)CO)=O